1-(2-aminopyrimidin-5-yl)-3-[1-(6-fluoro-1-methylindol-2-yl)-2-methylpropyl]urea NC1=NC=C(C=N1)NC(=O)NC(C(C)C)C=1N(C2=CC(=CC=C2C1)F)C